CC1C=C(C(=CC1)C1=NOCCC1)C1=CC=CC=C1 4-methyl-2-phenyl-4,5-dihydro-phenyl-4,5-dihydro-oxazine